(R/S)-3-(3-((R/S)-1-((6-bromo-2-methyl-8,9-dihydro-7H-cyclopenta[h]quinazolin-4-yl)amino)ethyl)-2-fluorophenyl)-3,3-difluoro-2-methylpropane-1,2-diol BrC=1C=C2C(=NC(=NC2=C2C1CCC2)C)N[C@H](C)C=2C(=C(C=CC2)C([C@@](CO)(O)C)(F)F)F |r|